(R)-3-(1-((6-cyclopropyl-1-(4-methylpiperazin-1-yl)-7-oxo-6,7-dihydropyrido[3,4-d]pyridazin-4-yl)amino)ethyl)-2-methylbenzonitrile C1(CC1)N1C=C2C(=NN=C(C2=CC1=O)N1CCN(CC1)C)N[C@H](C)C=1C(=C(C#N)C=CC1)C